N-(4-(5-fluoropyridin-2-yl)piperidin-4-yl)-4-(trifluoromethoxy)benzenesulfonamide FC=1C=CC(=NC1)C1(CCNCC1)NS(=O)(=O)C1=CC=C(C=C1)OC(F)(F)F